3-(1-(4-chlorobenzyl)-4-(2-ethoxy-2-oxoethyl)-5-(4-fluorophenyl)-3-methyl-2-oxo-2,3-dihydro-1H-pyrrol-3-yl)propionic acid ethyl ester C(C)OC(CCC1(C(N(C(=C1CC(=O)OCC)C1=CC=C(C=C1)F)CC1=CC=C(C=C1)Cl)=O)C)=O